5,7-dichloro[1,2,4]triazolo[1,5-a]pyrimidine ClC1=NC=2N(C(=C1)Cl)N=CN2